(4aR,8aS)-6-[6-[3-mesyl-5-(trifluoromethyl)benzyl]-2-azaspiro[3.3]heptane-2-carbonyl]-4,4a,5,7,8,8a-hexahydropyrido[4,3-b][1,4]oxazin-3-one S(=O)(=O)(C)C=1C=C(CC2CC3(CN(C3)C(=O)N3C[C@@H]4[C@@H](OCC(N4)=O)CC3)C2)C=C(C1)C(F)(F)F